N-[3-(azepan-1-yl)-4-(3,4-dimethylpiperazine-1-carbonyl)phenyl]cyclopropanecarboxamide N1(CCCCCC1)C=1C=C(C=CC1C(=O)N1CC(N(CC1)C)C)NC(=O)C1CC1